(S)-N-(1-(2-(1H-indol-3-yl)ethyl)pyrrolidin-3-yl)-N-methylacetamide N1C=C(C2=CC=CC=C12)CCN1C[C@H](CC1)N(C(C)=O)C